1-(3-(5-amino-2-chloro-4-fluoro-3-methylbenzoylamino)-4-(4-methyl-1,4-diazepan-1-yl)phenyl)-N-(2-morpholinoethyl)-1H-1,2,3-triazol-4-carboxamide NC=1C(=C(C(=C(C(=O)NC=2C=C(C=CC2N2CCN(CCC2)C)N2N=NC(=C2)C(=O)NCCN2CCOCC2)C1)Cl)C)F